4,4'-butylidenebis[6-t-butyl-3-methylphenol] C(CCC)(C1=C(C=C(C(=C1)C(C)(C)C)O)C)C1=C(C=C(C(=C1)C(C)(C)C)O)C